ethyl 2-((trans)-3-(4-((5-(2,4-difluoro-5-methylphenyl)imidazo[1,2-a]pyrazin-8-yl)amino)-1H-pyrazol-1-yl)cyclobutyl)acetate FC1=C(C=C(C(=C1)F)C)C1=CN=C(C=2N1C=CN2)NC=2C=NN(C2)[C@@H]2C[C@H](C2)CC(=O)OCC